C(CCC(C(=O)[O-])CCCCCCCCCC(CCCCCC)O)C(C(=O)[O-])CCCCCCCCCC(CCCCCC)O Propane-1,3-diyl-bis(12-hydroxyoctadecanoate)